C(C)(=O)N1CC=2N(CC1)C=CC2C(=O)N[C@H](C(=O)NC2=CC=C(C=C2)C=2C(=[N+](C=CC2C)[O-])C)C2CCCCCC2 (S)-3-(4-(2-(2-acetyl-1,2,3,4-tetrahydropyrrolo[1,2-a]pyrazine-8-carboxamido)-2-cycloheptylacetamido)phenyl)-2,4-dimethylpyridine 1-oxide